tert-butyl 9-[7-[8-ethynyl-7-fluoro-3-(methoxymethoxy)-1-naphthyl]-8-fluoro-1-methyl-2-oxo-5-phenoxy-pyrido[4,3-d]pyrimidin-4-yl]-3-oxa-7,9-diazabicyclo[3.3.1]nonane-7-carboxylate C(#C)C=1C(=CC=C2C=C(C=C(C12)C1=C(C=2N(C(N=C(C2C(=N1)OC1=CC=CC=C1)N1C2COCC1CN(C2)C(=O)OC(C)(C)C)=O)C)F)OCOC)F